ClC1=C([C@@H](N)C(=O)O)C=CC=C1 D-o-chlorophenylglycine